Disilazan [SiH3]N[SiH3]